6-Chloro-2-iodo-9-{2,3,5-tris-O-[tert-butyl(dimethyl)silyl]-β-D-ribofuranosyl}-9H-purine ClC1=C2N=CN(C2=NC(=N1)I)[C@H]1[C@H](O[Si](C)(C)C(C)(C)C)[C@H](O[Si](C)(C)C(C)(C)C)[C@H](O1)CO[Si](C)(C)C(C)(C)C